FC=1C(=NC(=NC1)NC1=CC(=CC=C1)N1CCN(CC1)C(NC)=O)N1C=C(C2=CC=CC=C12)C(=O)N 1-{5-fluoro-2-[3-(4-methylcarbamoyl-piperazin-1-yl)-phenylamino]-pyrimidin-4-yl}-1H-indole-3-carboxylic acid amide